NC1=NC=C(C2=C1N=C(N=C2)C=2C=C(C=CC2)C#C[C@]2(C(N(CC2)C)=O)O)CN2CCCCC2 (R)-3-[2-[3-[8-amino-5-(1-piperidylmethyl)pyrido[3,4-d]pyrimidin-2-yl]phenyl]ethynyl]-3-hydroxy-1-methyl-pyrrolidin-2-one